(1S,3S)-3-((6-(5-(((5-(3-Fluorobutyl)-1,2,4-oxadiazol-3-yl)amino)methyl)-1-methyl-1H-1,2,3-triazol-4-yl)-2-methylpyridin-3-yl)oxy)cyclohexane-1-carboxylic acid FC(CCC1=NC(=NO1)NCC1=C(N=NN1C)C1=CC=C(C(=N1)C)O[C@@H]1C[C@H](CCC1)C(=O)O)C